O1C(=CC=C1)C=1C=CC(=C(C1)NC1=NC=NC2=CC(=C(C=C12)NC1CCN(CC1)C(C=C)=O)OCCCN1CCOCC1)OC 1-(4-((4-((5-(furan-2-yl)-2-methoxyphenyl)amino)-7-(3-morpholinopropoxy)quinazolin-6-yl)amino)piperidin-1-yl)prop-2-en-1-one